C1(CC1)[C@H]1CN(CCN1)C=1N=NC(=CN1)C1=C(C=C(C=C1)C1=CC(=NC=C1)OC)O 2-{3-[(3S)-3-cyclopropylpiperazin-1-yl]-1,2,4-triazin-6-yl}-5-(2-methoxypyridin-4-yl)phenol